ClC=1C=C2CC(CC2=CC1)NC=1C=CC(=NC1)C(C(F)(F)F)N1CC2(CCC1=O)CCOCC2 2-(1-(5-((5-Chloro-2,3-dihydro-1H-inden-2-yl)amino)pyridin-2-yl)-2,2,2-trifluoroethyl)-9-oxa-2-azaspiro[5.5]undecan-3-one